(S)-6-(3-fluoropyrrolidin-1-yl)-4-methoxy-N-(5-(thiophen-2-yl)-1,3,4-oxadiazol-2-yl)pyridazine-3-carboxamide F[C@@H]1CN(CC1)C1=CC(=C(N=N1)C(=O)NC=1OC(=NN1)C=1SC=CC1)OC